5-((3,4-Dichlorobenzyl)amino)-1-(oxazol-2-ylmethyl)-1H-pyrazolo[4,3-d]pyrimidin-7(6H)-one ClC=1C=C(CNC=2NC(C3=C(N2)C=NN3CC=3OC=CN3)=O)C=CC1Cl